tert-butyl N-[(2S)-1-(5-bromo-2-chlorophenoxy)-4-carbamoylbutan-2-yl]carbamate BrC=1C=CC(=C(OC[C@H](CCC(N)=O)NC(OC(C)(C)C)=O)C1)Cl